CC(=CCC1=C2C(=CC=C1)NC3=CC=CC(=C3N2)C(=O)[O-])C The molecule is a monocarboxylic acid anion that is the conjugate base of 5,10-9-dimethylallyldihydrophenazine-1-carboxylic acid, obtained by deprotonation of the carboxy group; major species at pH 7.3. It has a role as a bacterial metabolite. It is a conjugate base of a 5,10-dihydro-9-dimethylallylphenazine-1-carboxylic acid.